2-(dimethylamino)-4-(trifluoromethyl)-6H-1,3-oxazine-6-one CN(C=1OC(C=C(N1)C(F)(F)F)=O)C